(R or S)-7-Bromo-2-((R)-1-cyclopropyl-2-methyl-2-((2-(trimethylsilyl)ethoxy)methoxy)propyl)-3-methylisoindolin-1-one BrC=1C=CC=C2[C@H](N(C(C12)=O)[C@@H](C(C)(OCOCC[Si](C)(C)C)C)C1CC1)C |o1:6|